C(C)(C)NC(N[C@@H](C(=O)N[C@@H](CCCC1=CC=CC=C1)B(O)O)CC(=O)N1CCOCC1)=O ((R)-1-((R)-2-(3-isopropylureido)-4-morpholino-4-oxobutanamido)-4-phenylbutyl)boronic acid